trifluoromethanesulfinic acid, potassium salt [K+].FC(S(=O)[O-])(F)F